C1(CCC1)C=1C(=NN(C1NC(=O)NC1CC(C1)(F)F)C)C1(CC1)C(F)(F)F 1-(4-cyclobutyl-1-methyl-3-(1-(trifluoromethyl)cyclopropyl)-1H-pyrazol-5-yl)-3-(3,3-difluorocyclobutyl)urea